C1(CCCCC1)OC1=C(C(=C(C(=O)O)C(=C1)\C=C\C1=CC=C(C=C1)C(F)(F)F)O)CC=C(C)C (E)-4-(cyclohexyloxy)-2-hydroxy-3-(3-methylbut-2-en-1-yl)-6-(4-(trifluoromethyl)styryl)benzoic acid